FC1=C(N=CC2=C1N=C(N=C2N2C[C@H]1CC[C@@H](C2)N1C(=O)OC(C)(C)C)OC1CCS(CC1)=O)C1=CC(=CC2=CC=CC=C12)O tert-butyl (1R,5S)-3-(8-fluoro-7-(3-hydroxynaphthalen-1-yl)-2-((1-oxidotetrahydro-2H-thiopyran-4-yl)oxy)pyrido[4,3-d]pyrimidin-4-yl)-3,8-diazabicyclo[3.2.1]octane-8-carboxylate